C(CCC)P(C12CC3CC(CC(C1)C3)C2)C23CC1CC(CC(C2)C1)C3 n-butyldi(1-adamantanyl)phosphine